5-octadiynyl-deoxyuridine C(#CC#CCCCC)C=1C(NC(N([C@H]2C[C@H](O)[C@@H](CO)O2)C1)=O)=O